6-((3-methoxyphenyl)amino)pyrazolo[1,5-c]pyrido[3,4-e]pyrimidine-9-carboxylic Acid COC=1C=C(C=CC1)NC1=NC2=C(C=3N1N=C(C3)C(=O)O)C=NC=C2